NC=1C=C(OC2=C(C=CC=C2)C=2C(=CC(N(C2)C)=O)OC)C=CC1 5-(2-(3-aminophenoxy)phenyl)-4-methoxy-1-methylpyridin-2(1H)-one